2-(4-((tert-Butoxycarbonyl)amino)phenyl)-5-(3-(methylsulfanyl)phenyl)Oxazole-4-carboxylic acid ethyl ester C(C)OC(=O)C=1N=C(OC1C1=CC(=CC=C1)SC)C1=CC=C(C=C1)NC(=O)OC(C)(C)C